2-(4-fluorophenyl)-2,3a,4,5,6,7-hexahydro-3H-indazol-3-one FC1=CC=C(C=C1)N1N=C2CCCCC2C1=O